amyl-hexyl-amine C(CCCC)NCCCCCC